N1=CC(=CC=C1)C=1C=NN2C1C=C(C=C2)C2=CNC1=NC=C(C=C12)C=1C(=NN(C1C)C)C 3-(3-(pyridin-3-yl)pyrazolo[1,5-a]pyridin-5-yl)-5-(1,3,5-trimethyl-1H-pyrazol-4-yl)-1H-pyrrolo[2,3-b]pyridine